O1C(COCC1)C1NC2=CC=CC=C2C1(C1=CC=CC=C1)C1=CC=C(C=C1)OC 2-(1,4-dioxan-2-yl)-3-(4-methoxyphenyl)-3-phenylindoline